C(C)(=O)O[C@H](CC(=O)[O-])C[N+](C)(C)C (3R)-3-acetyloxy-4-(trimethylazaniumyl)butanoate